NC1=NN(C=C1)C1=CC=C(C=C1)C(CN(C(OC(C)(C)C)=O)C)(F)F tert-butyl N-[2-[4-(3-aminopyrazol-1-yl)phenyl]-2,2-difluoro-ethyl]-N-methyl-carbamate